FC1=C(C(=CC=C1C1=CC(=NN1)CC(C)C)O)N1CC(NS1(=O)=O)=O 5-(2-fluoro-6-hydroxy-3-(3-isobutyl-1H-pyrazol-5-yl)phenyl)-1,2,5-thiadiazolidin-3-one 1,1-dioxide